CC1=CC=C(C(=O)CC(=O)OCC)C=C1 ethyl (4-methylbenzoyl)acetate